Nε-(buta-2,3-dienoyl)-lysine C(C=C=C)(=O)NCCCC[C@H](N)C(=O)O